C1(=CC=C(C=C1)[B-](C1=CC=C(C=C1)C)(C1=CC=C(C=C1)C)C1=CC=C(C=C1)C)C.C(C)[NH+](C1=CC=CC=C1)CC N,N-diethylanilinium tetrakis(p-tolyl)borate